N-(5-(5-(cyclopropylmethoxy)benzo[d]oxazol-2-yl)-8-((methyl-d3)amino)-2,7-naphthyridin-3-yl)cyclopropanecarboxamide C1(CC1)COC=1C=CC2=C(N=C(O2)C2=C3C=C(N=CC3=C(N=C2)NC([2H])([2H])[2H])NC(=O)C2CC2)C1